CC1C(NC=2N(C1)N=CN2)=O 6-methyl-6,7-dihydro-[1,2,4]triazolo[1,5-a]pyrimidin-5(4H)-one